C1(CC1)C(CO)NS(=O)(=O)C1=CC(=CC=C1)C(=O)N1CC2(C3=CC(=CC=C13)NS(=O)(=O)C)CCCCC2 N-(1-cyclopropyl-2-hydroxyethyl)-3-(5'-(methylsulfonamido)spiro[cyclohexane-1,3'-indoline]-1'-carbonyl)benzenesulfonamide